[2-(3-methylbut-2-enyl)cyclohexyl]methanol CC(=CCC1C(CCCC1)CO)C